ClC1=C(C=C(C=C1)NC(=O)N1C2CC(CC1(C2)C(=O)O)C)C2CCC2 6-[(4-chloro-3-cyclobutyl-phenyl)carbamoyl]-3-methyl-6-azabicyclo[3.1.1]heptane-1-carboxylic acid